C(C)C=1C(C(N(C1C1=CC=CC=C1)C1=CC=CC=C1)=O)(C[Se]CC1=CC=CC=C1)C 4-Ethyl-3-methyl-1,5-diphenyl-3-((benzylseleno)methyl)-1H-pyrrol-2(3H)-one